(2R,11aR)-6-(cyclopropylmethoxy)-2-hydroxy-8-methyl-2,3,11,11a-tetrahydro-1H,5H-benzo[f]pyrrolo[2,1-c][1,4]oxazepine-5-one C1(CC1)COC1=CC(=CC2=C1C(N1[C@@H](CO2)C[C@H](C1)O)=O)C